BrC=1C=CC2=C(N(C([C@@H]3N2CCN(C3)C(=O)OCC3=CC=CC=C3)=O)C)N1 |r| Benzyl (±)-8-bromo-6-methyl-5-oxo-1,2,4,4a,5,6-hexahydro-3H-pyrazino[1,2-a]pyrido[2,3-e]pyrazine-3-carboxylate